C[C@H](CC(=O)OC)CCCC methyl (S)-3-methylheptanoate